NC=1N=C(SC1C(C1=CC=C(C=C1)F)=O)N(C1=CC=C(C=C1)OC(F)(F)F)[C@H](C(=O)N)C (S)-2-[N-[4-amino-5-(4-fluorobenzoyl)thiazol-2-yl]-4-(trifluoromethoxy)anilino]propionamide